C(C)NC(CN(C)C=1C2=C(N=C(N1)C1=NC=CC(=C1)OCC(C)(C)O)CCC2)=O N-ethyl-2-({2-[4-(2-hydroxy-2-methylpropoxy)pyridin-2-yl]-5H,6H,7H-cyclopenta[d]pyrimidin-4-yl}(methyl)amino)acetamide